ClC=1C=CC(=C(C1)C=1N=CN(C(C1)=O)[C@H]1CCC[C@H](C(NC=2C=NN(C2C=2C=CN=C1C2)C)=O)C)C2=NC=CC=C2 (9R,13S)-13-{4-[5-chloro-2-(pyridin-2-yl)phenyl]-6-oxo-1,6-dihydropyrimidin-1-yl}-3,9-dimethyl-3,4,7,15-tetraazatricyclo[12.3.1.02,6]Octadec-1(18),2(6),4,14,16-pentaen-8-one